C(C1=CC=CC=C1)N1N=C(N=C1C)N1CCN(CC1)C=1C=NN2C1C=CC(=C2)C=2C=NN(C2)C 3-(4-(1-benzyl-5-methyl-1H-1,2,4-triazol-3-yl)piperazin-1-yl)-6-(1-methyl-1H-pyrazol-4-yl)pyrazolo[1,5-a]pyridine